3,5-dimethylbenzenethiol CC=1C=C(C=C(C1)C)S